1-(4-(1-methyl-6-oxo-1,6-dihydropyridin-3-yl)phenyl)urea CN1C=C(C=CC1=O)C1=CC=C(C=C1)NC(=O)N